(2R)-N-benzyl-2-(2,5-dioxopyrrolidin-1-yl)propenamide C(C1=CC=CC=C1)NC(C(=C)N1C(CCC1=O)=O)=O